N=1SN=C2C1C=CC=C2NC(CCC(N2C(C1=CC=CC=C1CC2)C2=CC=CC=C2)=O)=O N-(2,1,3-Benzothiadiazol-4-yl)-4-oxo-4-(1-phenyl-3,4-dihydro-1H-isoquinolin-2-yl)butyric acid amide